C(C)(=O)C=1C=C2C(N([C@@](C2=C(C1)F)(O[C@@H]1COCC1)C1=CC=C(C=C1)Cl)[C@@H](CC(=O)O)C1=CC=C(C=C1)Cl)=O (3S)-3-[(1R)-5-acetyl-1-(4-chlorophenyl)-7-fluoro-3-oxo-1-[(3S)-oxolan-3-yloxy]-2,3-dihydro-1H-isoindol-2-yl]-3-(4-chlorophenyl)propanoic acid